tetrakis(triphenylphosphine) nickel(0) [Ni].C1(=CC=CC=C1)P(C1=CC=CC=C1)C1=CC=CC=C1.C1(=CC=CC=C1)P(C1=CC=CC=C1)C1=CC=CC=C1.C1(=CC=CC=C1)P(C1=CC=CC=C1)C1=CC=CC=C1.C1(=CC=CC=C1)P(C1=CC=CC=C1)C1=CC=CC=C1